6-chloro-7-(methyl-sulfonyl)-1H-indole 2-propenyl-sulfite C(C=C)OS(=O)O.ClC1=CC=C2C=CNC2=C1S(=O)(=O)C